(E)-3-(7-(cyclopentylamino)-5-(ethoxymethyl)-2-phenyl-1H-indol-3-yl)-1-phenylpropan-2-en C1(CCCC1)NC=1C=C(C=C2C(=C(NC12)C1=CC=CC=C1)/C=C/CC1=CC=CC=C1)COCC